1-(4-Bromo-2,6-difluorobenzyl)-8-methoxy-1,4-dihydro-2H-[1,3]oxazino[5,4-c]quinoline BrC1=CC(=C(CN2COCC=3C=NC=4C=C(C=CC4C32)OC)C(=C1)F)F